5-((6-(1,1-difluoroethyl)-2-ethyl-3,4-dihydroquinolin-1(2H)-yl)sulfonyl)-2-((tetrahydro-2H-pyran-4-yl)methoxy)benzyl Alcohol FC(C)(F)C=1C=C2CCC(N(C2=CC1)S(=O)(=O)C=1C=CC(=C(CO)C1)OCC1CCOCC1)CC